(1-(3-(4-Cyanophenyl)-2-oxo-1,2-dihydroquinoxalin-6-yl)piperazin-3-yl)carbamic acid tert-butyl ester C(C)(C)(C)OC(NC1CN(CCN1)C=1C=C2N=C(C(NC2=CC1)=O)C1=CC=C(C=C1)C#N)=O